2-(3,5-dibromo-1,2,4-triazol-1-yl)pyridine BrC1=NN(C(=N1)Br)C1=NC=CC=C1